CC=1C=C2C(=NC1C)N(C(=C2)C(=O)O)S(=O)(=O)C2=CC=C(C)C=C2 5,6-dimethyl-1-(p-toluenesulfonyl)pyrrolo[2,3-b]pyridine-2-carboxylic acid